ClC1=CC=C(N=N1)NC1[C@@H]2CN(C[C@H]12)CC1CCOCC1 (1R,5S,6s)-N-(6-Chloropyridazin-3-yl)-3-((tetrahydro-2H-pyran-4-yl)methyl)-3-azabicyclo[3.1.0]Hexane-6-amine